2-(3,2-epoxycyclohexyl)ethyltriethoxysilane C1(C2C(CCC1)O2)CC[Si](OCC)(OCC)OCC